C(C)(C)(C)OC(=O)N1CCC(CC1)(O)C(N[C@@H](CCC=O)C1=CC=C(C=C1)F)=O (S)-4-((1-(4-fluorophenyl)-4-oxobutyl)carbamoyl)-4-hydroxypiperidine-1-carboxylic acid tert-butyl ester